OC=1CCC(=NN1)C(=O)O 6-hydroxy-4,5-dihydropyridazine-3-carboxylic acid